dipropyleneglycol benzoate pelargonate C(CCCCCCCC)(=O)OCC(OCC(C)OC(C1=CC=CC=C1)=O)C